N1C2=C(C=CC=C1)C=CC=C2 Benzo[b]azepine